[V+5].[O-2].[O-2].[Mn+2] manganese dioxide vanadium